(R)-2-(4-bromo-2-(1,1-difluoropropyl)phenoxy)-3-fluoropropyl acetate C(C)(=O)OC[C@H](CF)OC1=C(C=C(C=C1)Br)C(CC)(F)F